FC=1C=C(CN2C(=NC3=C2C=CC=C3)N3CCC(CC3)NC=3C2=C(N=CN3)C(=CS2)C2=CC(=CC=C2)F)C=CC1 N-(1-(1-(3-fluorobenzyl)-1H-benzo[d]imidazol-2-yl)piperidin-4-yl)-7-(3-fluorophenyl)thieno[3,2-d]pyrimidin-4-amine